NC1(CN(C1)C1=NC=C(C=C1F)C1=NN(C2=CC=C(C=C12)O[C@H](C)C1=C(C=NC=C1Cl)Cl)C1OCCCC1)C(=O)OC(C)C isopropyl 3-amino-1-[5-[5-[(1R)-1-(3,5-dichloro-4-pyridyl)ethoxy]-1-tetrahydropyran-2-yl-indazol-3-yl]-3-fluoro-2-pyridyl]azetidine-3-carboxylate